3-pyridin-3-yl-3-[5-(7H-pyrrolo[2,3-d]-pyrimidin-4-yl)-1,3-thiazol-2-yl]-propanenitrile N1=CC(=CC=C1)C(CC#N)C=1SC(=CN1)C=1C2=C(N=CN1)NC=C2